O=S1(CC2(C1)CC(C2)NC2=NC=CC=N2)=O 2-((2,2-dioxido-2-thiaspiro[3.3]heptan-6-yl)amino)-pyrimidin